1,2-bis[(dimethylamino)methylene]hydrazine CN(C)C=NN=CN(C)C